2-(3,5-dichloro-4-(2-(2-(2-(3-(3',6'-dihydroxy-3-oxo-3H-spiro[isobenzofuran-1,9'-xanthene]-5-yl)thioureido)ethoxy)ethoxy)ethoxy)phenylamino)benzoic acid ClC=1C=C(C=C(C1OCCOCCOCCNC(=S)NC=1C=C2C(OC3(C4=CC=C(C=C4OC=4C=C(C=CC34)O)O)C2=CC1)=O)Cl)NC1=C(C(=O)O)C=CC=C1